OC1=CC=C([C@@H](N)C(=O)O)C=C1 |r| racemic-p-hydroxyphenylglycine